F[C@H]1CN(CC[C@H]1NC=1C=2C=C(N(C2C=CC1)CC(F)(F)F)C1=NOC(=N1)CNC=1C=NNC1)C N-[(3S,4R)-3-fluoro-1-methylpiperidin-4-yl]-2-(5-{[(1H-pyrazol-4-yl)amino]methyl}-1,2,4-oxadiazol-3-yl)-1-(2,2,2-trifluoroethyl)-1H-indol-4-amine